NC=1C2=C(N=CN1)N(C(=C2C2=CC=C(C=C2)OC2=CC=CC=C2)C#CC2CC1(CN(C1)C(\C=C\CN1CCC1)=O)C2)C (E)-1-(6-((4-amino-7-methyl-5-(4-phenoxyphenyl)-7H-pyrrolo[2,3-d]pyrimidin-6-yl)ethynyl)-2-azaspiro[3.3]heptan-2-yl)-4-(azetidin-1-yl)but-2-en-1-one